C(C)(C)(C)OC(=O)N[C@@H](CS)C(=O)[O-] N-(tert-butoxycarbonyl)-L-cysteinate